The molecule is a member of the class of cyanopyridines that is 6-amino-3,5-dicyano-4-(4-hydroxyphenyl)-2-sulfanylpyridine in which the hydroxy and sulfanyl hydrogens are replaced by cyclopropylmethyl and carboxamidomethyl groups respectively. It has a role as an adenosine A2B receptor agonist, a cardioprotective agent and an anti-inflammatory agent. It is an aminopyridine, a cyanopyridine, an aryl sulfide, a monocarboxylic acid amide, an aromatic ether and a member of cyclopropanes. C1CC1COC2=CC=C(C=C2)C3=C(C(=NC(=C3C#N)SCC(=O)N)N)C#N